1-(4-Methoxypyridin-3-yl)piperazine COC1=C(C=NC=C1)N1CCNCC1